C(CCC(C)C)NCCCC(C)C di-isohexyl-amine